C1CCCC=2C3=CC(=CC=C3NC12)C(=O)NC1=CC=C(C(=O)OCC)C=C1 ethyl 4-[(2,3,4,9-tetrahydro-1H-carbazole-6-carbonyl)amino]benzoate